8-[(1-tert-Butoxycarbonyl-4-fluoro-piperidin-4-ylmethyl)-amino]-6-(2-chloro-pyridin-4-yl)-imidazo[1,2-a]pyrazine-2-carboxylic acid ethyl ester C(C)OC(=O)C=1N=C2N(C=C(N=C2NCC2(CCN(CC2)C(=O)OC(C)(C)C)F)C2=CC(=NC=C2)Cl)C1